N-[(E)-[(2,6-dichlorophenyl)-[(2S)-4,4-difluoro-2-methyl-pyrrolidin-1-yl]methylene]amino]-4-methyl-benzenesulfonamide mercury [Hg].ClC1=C(C(=CC=C1)Cl)/C(/N1[C@H](CC(C1)(F)F)C)=N\NS(=O)(=O)C1=CC=C(C=C1)C